2,2,4-trimethyl-1,3-pentanediol 2,3-Dihydroxypropyl-methacrylate OC(CC=C(C(=O)O)C)CO.CC(CO)(C(C(C)C)O)C